3,4-difluorophenyl-alanine FC=1C=C(C=CC1F)N[C@@H](C)C(=O)O